ClC=1C=C(C=CC1)CCN1C[C@H]([C@@H](CC1)OC)COC1=CC=C(C=C1)S(=O)(=O)C (3s,4r)-1-(3-chlorophenyl-ethyl)-4-methoxy-3-((4-(methylsulfonyl)phenoxy)methyl)piperidine